(E)-N'-(2,6-dichlorobenzylidene)thiazole-4-carbohydrazide ClC1=C(\C=N\NC(=O)C=2N=CSC2)C(=CC=C1)Cl